4-(4-nitro-3-(prop-1-en-2-yl)-1H-pyrazol-1-yl)-1-(tetrahydro-2H-pyran-4-yl)piperidine [N+](=O)([O-])C=1C(=NN(C1)C1CCN(CC1)C1CCOCC1)C(=C)C